BrC1=CC=CC2=C1OCCCN2C2=NC=1N(C3=C2C(=CN=C3)F)C(=NN1)C 9-bromo-5-(6-fluoro-1-methylpyrido[4,3-e][1,2,4]triazolo[4,3-a]pyrimidin-5-yl)-2,3,4,5-tetrahydrobenzo[b][1,4]oxazepine